2-(2-(ethylthio)-5-(4-fluorophenyl)pyrazolo[1,5-a]pyrimidin-3-yl)-3-methyl-6-(trifluoromethyl)-3H-imidazo[4,5-c]pyridine C(C)SC1=NN2C(N=C(C=C2)C2=CC=C(C=C2)F)=C1C1=NC2=C(C=NC(=C2)C(F)(F)F)N1C